(2S,5R)-5-(aminomethyl)-2-[3-(3-pyridyl)phenyl]-1,4-thiazepan-3-one NC[C@@H]1NC([C@@H](SCC1)C1=CC(=CC=C1)C=1C=NC=CC1)=O